CC=1N=C2N(N=C(C=C2C)C=2C=C(C=3C(=NN(N3)C3CCN(CC3)CC)C2)F)C1 6-(2,8-dimethylimidazo[1,2-b]pyridazin-6-yl)-2-(1-ethyl-4-piperidyl)-4-fluoro-benzotriazole